CC(CCC(OC1=C(C=CC(=C1)C)C)[2H])(C)C 2-((4,4-DIMETHYLPENTYL-d)oxy)-1,4-dimethylbenzene